4,5-dichloronitroimidazole ClC=1N=C(NC1Cl)[N+](=O)[O-]